CN(C1=NC=C(C=N1)C(CC(=O)O)C1(CC1)C(F)(F)F)C 3-[2-(dimethylamino)pyrimidin-5-yl]-3-[1-(trifluoromethyl)cyclopropyl]propanoic acid